N1=CC(=CC=C1)CN=C1C2=CC=CC=C2C=2C=CC=CC12 N-(pyridin-3-ylmethyl)-9H-fluoren-9-imine